CN1CCN(CC1)C=1C=CC(=C(N)C1)OC1COCC1 5-(4-methylpiperazin-1-yl)-2-((tetrahydrofuran-3-yl)oxy)aniline